3-(3-Ethoxybenzyl)-5-fluoro-6-(1H-pyrazol-4-yl)quinazolin-4(3H)-one C(C)OC=1C=C(CN2C=NC3=CC=C(C(=C3C2=O)F)C=2C=NNC2)C=CC1